bis(pentafluorophenyl)boron FC1=C(C(=C(C(=C1[B]C1=C(C(=C(C(=C1F)F)F)F)F)F)F)F)F